C(C1=CC=CC=C1)OC(=O)NCC1(C2CCN(CC12)C(=O)OC(C)(C)C)C1=C(C=CC=C1)F tert-butyl 7-((((benzyloxy)carbonyl)amino)methyl)-7-(2-fluorophenyl)-3-azabicyclo[4.1.0]heptane-3-carboxylate